S1N=CC2=C1C=CC(=C2)NC(=O)C2CC21CN(C1)C(=O)N1CCN2CCC1CC2 N-(1,2-benzisothiazol-5-yl)-5-{(1,4-diazabicyclo[3.2.2]non-4-yl)carbonyl}-5-aza-1-spiro[2.3]hexanecarboxamide